[Si](C)(C)(C(C)(C)C)OCCN1CCN(CC1)CCOCCO 2-(2-(4-(2-((tert-butyldimethylsilyl)oxy)ethyl)piperazin-1-yl)ethoxy)ethan-1-ol